(E)-N-(1-(4-(dimethylamino)but-2-enoyl)azetidine-3-carbonyl)-N-methyl-L-valine tert-butyl ester C(C)(C)(C)OC([C@@H](N(C)C(=O)C1CN(C1)C(\C=C\CN(C)C)=O)C(C)C)=O